N1(CCC1)C1=NC=C(C=N1)C(CC(=O)O)N1N=CC2=CC(=CC=C12)OCCC1=NC=2NCCCC2C=C1 3-(2-(Azetidin-1-yl)pyrimidin-5-yl)-3-(5-(2-(5,6,7,8-tetrahydro-1,8-naphthyridin-2-yl)ethoxy)-1H-indazol-1-yl)propanoic acid